N1(CCCCC1)C=1OC=2C(=NC(=C(C2)NC(=O)C=2N=C(OC2)C=2C=NC(=CC2)C)N2CCCCC2)N1 N-(2,5-di(piperidin-1-yl)oxazolo[4,5-b]pyridin-6-yl)-2-(6-methylpyridin-3-yl)oxazole-4-carboxamide